1,2-dimethylpyrazolidine-3,5-dione CN1N(C(CC1=O)=O)C